BrC1=CN=C(S1)C1(CCN(CC1)C(=O)OC(C)(C)C)OC tert-butyl 4-(5-bromothiazol-2-yl)-4-methoxy-piperidine-1-carboxylate